5-chloro-2-hydroxy-N-(2-methoxy-4-nitrophenyl)benzamide ClC=1C=CC(=C(C(=O)NC2=C(C=C(C=C2)[N+](=O)[O-])OC)C1)O